N=1NCC(=CC1)C=O 2,3-dihydro-pyridazine-4-carbaldehyde